crotyl 3-(4-(tert-butyl) phenyl)-1-ethoxyisoquinoline-6-carboxylate C(C)(C)(C)C1=CC=C(C=C1)C=1N=C(C2=CC=C(C=C2C1)C(=O)OCC=CC)OCC